(S)-3-(3-chloro-4-fluorophenyl)-1-(2-methoxyethyl)-1-((1-oxo-1,2-dihydroisoquinolin-4-yl)methyl)urea ClC=1C=C(C=CC1F)NC(N(CC1=CNC(C2=CC=CC=C12)=O)CCOC)=O